CC1=NN=C(S1)NC(=O)C1=CSC(=C1)[C@H]1[C@@H](C1)NCC1CCOCC1 N-(5-methyl-1,3,4-thiadiazol-2-yl)-5-((1R,2R)-2-((tetrahydro-2H-pyran-4-ylmethyl)-amino)cyclopropyl)-thiophene-3-carboxamide